N-[(2R)-1-Fluoro-3-hydroxypropan-2-yl]-3-oxo-2-(1,2-thiazol-4-yl)-6-[4-(trifluoromethyl)phenyl]-2,3-dihydropyridazine-4-carboxamide FC[C@@H](CO)NC(=O)C=1C(N(N=C(C1)C1=CC=C(C=C1)C(F)(F)F)C=1C=NSC1)=O